ClC=1C(=C(C=CC1)NC(=O)C1=NN(C=N1)CC1=CC=C(C=C1)C#N)F N-(3-chloro-2-fluoro-phenyl)-1-(4-cyano-benzyl)-1H-1,2,4-triazole-3-carboxamide